ClC=1C=C2C(=NC=NC2=C(C1)S(=O)(=O)C(F)(F)F)N[C@@H](C)C=1N(N=CN1)C=1N=NC(=CC1)OC 6-chloro-N-[(1S)-1-[2-(6-methoxypyridazin-3-yl)-1,2,4-triazol-3-yl]ethyl]-8-(trifluoromethyl-sulfonyl)quinazolin-4-amine